di(2-methylethyl) adipate C(CCCCC(=O)OCCC)(=O)OCCC